(2R,11aS)-8-(benzyloxy)-7-methoxy-2-(trifluoromethyl)-1,2,3,11a-tetrahydro-5H-benzo[e]pyrrolo[1,2-a][1,4]diazepine-5,11(10H)-dione C(C1=CC=CC=C1)OC=1C(=CC2=C(NC([C@H]3N(C2=O)C[C@@H](C3)C(F)(F)F)=O)C1)OC